Cl.CC1(CNOC1)O 4-methyl-isoxazolidine-4-ol hydrochloride